N-[(Dimethylcarbamoyl)methyl]-4-hydroxy-3-{2-[4-(trifluoromethoxy)phenyl]-6-oxa-2,9-diazaspiro[4.5]decan-9-yl}butanamid CN(C(=O)CNC(CC(CO)N1CCOC2(CCN(C2)C2=CC=C(C=C2)OC(F)(F)F)C1)=O)C